5-chloro-N-{1-[2-methoxy-5-(3-(pyridin-4-yl)-1H-7-azaindazol-5-yl)pyridin-3-yl]propyl}-2,6-dimethylpyrimidin-4-amine ClC=1C(=NC(=NC1C)C)NC(CC)C=1C(=NC=C(C1)C=1C=C2C(=NNC2=NC1)C1=CC=NC=C1)OC